CC(=O)C=C vinyl (methyl) ketone